CC1=CC=C(C=C1)C(/C=C/C1=CC=C(OCC(=O)O)C=C1)=O 2-[4-[(E)-3-(4-Methylphenyl)-3-oxoprop-1-enyl]phenoxy]acetic acid